C1(CC1)C1=CC(=CC(=N1)N1C(C2=C3C(C(=CC=C13)F)=CC(=C2)CN2C[C@H](OCC2)C)=O)[C@@H](C2=NN=CN2C)C2CC2 1-(6-cyclopropyl-4-((S)-cyclopropyl(4-methyl-4H-1,2,4-triazol-3-yl)methyl)pyridin-2-yl)-6-fluoro-4-(((R)-2-methylmorpholino)methyl)benzo[cd]indol-2(1H)-one